FC1=CC=C(C=C1)C(=O)N1[C@@H](C=2N(CC1)C(=NC2C2=C(C=NC=C2)F)C2=NC(=NS2)C)C (R)-(4-Fluorophenyl)(1-(3-fluoropyridin-4-yl)-8-methyl-3-(3-methyl-1,2,4-thiadiazole-5-yl)-5,6-dihydroimidazo[1,5-a]pyrazin-7(8H)-yl)methanone